4-bromo-6-formylpyridin BrC1=CC=NC(=C1)C=O